[(3-chloro-2-methoxyphenyl)amino]-2-(3-{2-[(1R,5S)-2-(prop-2-enoyl)-2-azabicyclo[3.1.0]hexan-1-yl]ethynyl}pyridin-4-yl)-1H,5H,6H,7H-pyrrolo[3,2-c]pyridin-4-one ClC=1C(=C(C=CC1)NN1C(=CC=2C(NCCC21)=O)C2=C(C=NC=C2)C#C[C@@]21N(CC[C@H]1C2)C(C=C)=O)OC